N-[3-chloro-4-[4-[(2-pyrrolidin-3-ylacetyl)amino]piperidine-1-carbonyl]phenyl]-5-(2,3-difluoro-4-methoxy-phenyl)-1-methyl-imidazole-2-carboxamide ClC=1C=C(C=CC1C(=O)N1CCC(CC1)NC(CC1CNCC1)=O)NC(=O)C=1N(C(=CN1)C1=C(C(=C(C=C1)OC)F)F)C